S(=O)(=O)([O-])[O-].C1(CC1)C[NH+]1CCN(CC1)C(C1=CC=C(C=C1)NS(=O)(=O)C=1C=CC=C2C=CC=NC12)=O.C1(CC1)C[NH+]1CCN(CC1)C(C1=CC=C(C=C1)NS(=O)(=O)C=1C=CC=C2C=CC=NC12)=O 1-(cyclopropylmethyl)-4-(4-(quinoline-8-sulfonylamino)benzoyl)piperazin-1-ium hemi-sulfate